N-methyl-8,11-dioxa-2,6,21,25,29-pentazapentacyclo[17.6.2.13,7.112,16.023,27]nonacosa-1(26),3,5,7(29),12,14,16(28),19,21,23(27),24-undecaen-17-yn-22-amine CNC1=NC=C2C#CC=3C=CC=C(OCCOC=4N=CC=C(NC=5N=CC1=C2C5)N4)C3